3-(4-(difluoromethoxy)-2-methylphenoxy)-N-(3-(methylsulfonyl)phenyl)-6-(trifluoromethyl)pyridazine-4-carboxamide FC(OC1=CC(=C(OC=2N=NC(=CC2C(=O)NC2=CC(=CC=C2)S(=O)(=O)C)C(F)(F)F)C=C1)C)F